CC1=C(C=2N(N=C1N1CC=3C=C(C=NC3CC1)OC1=C(C=C(C=C1)C)F)C(=NN2)C(F)(F)F)C 6-(7,8-dimethyl-3-(trifluoromethyl)-[1,2,4]triazolo[4,3-b]pyridazin-6-yl)-3-(2-fluoro-4-methylphenoxy)-5,6,7,8-tetrahydro-1,6-naphthyridine